FC(C(=O)O)(F)F.N[C@@H](CCC(=O)O)C(=O)O L-glutamic acid trifluoroacetate